C(#N)C=1C(=NC(=C(C(=O)N(C)CC(CSCC)(C)C)C1)C)C1=CC=C(C=C1)C(F)(F)F 5-cyano-N-[3-(ethylsulfanyl)-2,2-dimethylpropyl]-N,2-dimethyl-6-[4-(trifluoromethyl)phenyl]nicotinamide